(1-(methylsulfonyl)piperidin-4-yl)-1,5-dihydro-4H-pyrazolo[4,3-c]pyridin-4-one CS(=O)(=O)N1CCC(CC1)N1N=CC=2C(NC=CC21)=O